(2s,3s)-2-(5-chlorothiophene-2-yl)-2-methyl-5-oxopyrrolidine-3-carboxylic acid ethyl ester C(C)OC(=O)[C@@H]1[C@@](NC(C1)=O)(C)C=1SC(=CC1)Cl